ClC1=CC=C(C(=O)N2C(=C(C3=CC=C(C=C23)OC)C=O)C)C=C1 1-(4-chlorobenzoyl)-6-methoxy-2-methyl-1H-indole-3-carbaldehyde